N[C@H]1[C@@H](CCCC1)C1=C(C=2N=C(N=C(C2N1C(F)F)NCC=1OC=CC1)Cl)I 6-((1r,2r)-2-aminocyclohexyl)-2-chloro-5-(difluoromethyl)-N-(furan-2-ylmethyl)-7-iodo-5H-pyrrolo[3,2-d]pyrimidin-4-amine